(S)-2-((2-(2-(cyclopent-1-en-1-yl)phenyl)-2-hydroxyacetoxy)methyl)-1,1-dimethylpyrrolidin-1-ium trifluoroacetate FC(C(=O)[O-])(F)F.C1(=CCCC1)C1=C(C=CC=C1)C(C(=O)OC[C@H]1[N+](CCC1)(C)C)O